2,6-difluoro-3-(1H-pyrrol-1-yl)-phenyltitanium FC1=C(C(=CC=C1N1C=CC=C1)F)[Ti]